C(C1=CC=CC=C1)OC1=NC(=CC=C1C1=NN(C2=C(C=CC=C12)N1CCN(CC1)C(CCCC1CCC(CC1)OC1=C(C(=CC=C1)Br)C)=O)C)OCC1=CC=CC=C1 1-(4-(3-(2,6-bis(benzyloxy)pyridin-3-yl)-1-methyl-1H-indazol-7-yl)piperazin-1-yl)-4-((1r,4s)-4-(3-bromo-2-methylphenoxy)cyclohexyl)butan-1-one